[(Z)-non-2-enyl] 8-[3-[2-[2-[2-[2-[(1-methylpiperidine-4-carbonyl)amino]ethoxy]ethoxy]ethoxy]ethoxy]-2-[8-[(Z)-non-2-enoxy]-8-oxo-octoxy]propoxy]octanoate CN1CCC(CC1)C(=O)NCCOCCOCCOCCOCC(COCCCCCCCC(=O)OC\C=C/CCCCCC)OCCCCCCCC(=O)OC\C=C/CCCCCC